C1(=CC=CC=C1)N(N=CC=1C2=CC=CC=C2C=C2C=CC=CC12)C1=CC=CC=C1 9-anthraceneformaldehyde-1,1-diphenyl hydrazone